COC=1C=C(C=CC1OC)C1=NC2=C(N1C)C=C(C=C2C)C2CCN(CC2)C2CC1CCC(C2)N1C(C)C 2-(3,4-dimethoxyphenyl)-6-(1-(8-isopropyl-8-azabicyclo[3.2.1]octan-3-yl)piperidin-4-yl)-1,4-dimethyl-1H-benzo[d]imidazole